O=C1N(C=CC=C1)CC=1N=NNC1 4-((2-oxopyridin-1(2H)-yl)methyl)-1H-1,2,3-triazol